C(CCCCCCCCCCC=CCCCCCC)(=O)OC 12-NONADECENOIC ACID, METHYL ESTER